FC1=C2C(=NC(=C1C)C)N(C=C2)S(=O)(=O)C2=CC=C(C=C2)C 4-fluoro-5,6-dimethyl-1-(p-tolylsulfonyl)pyrrolo[2,3-b]pyridine